(5S)-5-[(benzyloxy)methyl]morpholin-3-one C(C1=CC=CC=C1)OC[C@H]1COCC(N1)=O